(R)-3-chloro-1,2-propanediol ClC[C@@H](CO)O